2,2-Bis(hydroxymethyl)propane-1,3-diol OCC(CO)(CO)CO